N-(2,2-Difluoro-1,1-dimethyl-ethyl)-4-[[2-(1H-indazol-6-yl)acetyl]amino]pyridine-2-carboxamide FC(C(C)(C)NC(=O)C1=NC=CC(=C1)NC(CC1=CC=C2C=NNC2=C1)=O)F